CC1C(=C(CC1)C=1SC=CC1)C dimethyl-thienyl-cyclopentene